C(=O)(O)C1=CC=C(CN2C[C@@]3([C@@H](N[C@H]([C@@H]3C3=CC=CC=C3)C(=O)NC3=C(C=C(C(=O)O)C=C3)OC)CC(C)(C)C)C3=CC=C(C=C23)Cl)C=C1 4-((2'S,3S,4'R,5'R)-1-(4-carboxybenzyl)-6-chloro-2'-neopentyl-4'-phenylspiro[indoline-3,3'-pyrrolidine]-5'-carboxamido)-3-methoxybenzoic acid